N-octadecyl-2-acetyl-3-benzyloxypyridin-4-one C(CCCCCCCCCCCCCCCCC)N1C(=C(C(C=C1)=O)OCC1=CC=CC=C1)C(C)=O